ClC1=NN(C2=NC(=NC=C21)NC=2C(=NN(C2)C2CCN(CC2)S(=O)(=O)C)Cl)C2CC2 3-chloro-N-(3-chloro-1-(1-(methylsulfonyl)piperidin-4-yl)-1H-pyrazol-4-yl)-1-cyclopropyl-1H-pyrazolo[3,4-d]pyrimidin-6-amine